N1N=CC2=CC(=CC=C12)C#CC1=NC(=NC=C1)C1=NC(=NC=C1)NCC1=NC=C(C=C1)C(F)(F)F ((1H-indazol-5-yl)ethynyl)-N-((5-(trifluoromethyl)pyridin-2-yl)methyl)-[2,4'-bipyrimidin]-2'-amine